bisphenol a diformate C(=O)O.C(=O)O.OC1=CC=C(C=C1)C(C)(C)C1=CC=C(C=C1)O